ClC1=CC=C(C=C1)C1=C(C=CC=C1)C1=C2C=3C=C4C(=CC3NC2=CC=C1)C=CC=C4 (4'-chloro-[1,1'-biphenyl]-2-yl)-5H-benzo[b]carbazole